C1=NCN2C=COC=C21 imidazo[1,5-d][1,4]oxazine